C(C)OC(=O)C1=CN=CN1CC1=CC=CC=C1 (+)-1-(alpha-tolyl)imidazole-5-carboxylic acid ethyl ester